N-((5-chloro-3-fluoropyridin-2-yl)methylene)-2-methylpropan-2-sulfinamide ClC=1C=C(C(=NC1)C=NS(=O)C(C)(C)C)F